O=C1NC(CCC1N1C(C2=CC=CC(=C2C1=O)NC1CC(C1)OCC1CCN(CC1)C(=O)OCC1=CC=CC=C1)=O)=O 1-Benzyl 4-[[3-[[2-(2,6-dioxo-3-piperidyl)-1,3-dioxo-isoindolin-4-yl]amino]cyclobutoxy] methyl]piperidine-1-carboxylate